8-(4-(tert-butyl)phenyl)-5-methoxyimidazo[1,2-a]pyrazine C(C)(C)(C)C1=CC=C(C=C1)C=1C=2N(C(=CN1)OC)C=CN2